5-(bromomethyl)-2-methyl-1,3-oxazole BrCC1=CN=C(O1)C